4,4,5,5-tetramethyl-2-(2-(spiro[cyclohexane-1,9'-fluoren]-4'-yl)phenyl)-1,3,2-dioxaborolane CC1(OB(OC1(C)C)C1=C(C=CC=C1)C1=CC=CC=2C3(C4=CC=CC=C4C12)CCCCC3)C